1,2,4-Trichlorobenzol ClC1=C(C=C(C=C1)Cl)Cl